(oxetan-3-yl)imidazolidine-2,4-dione O1CC(C1)N1C(NC(C1)=O)=O